P(O)(O)O.P(O)(O)O.C(CCCCCCCCCCCC)C=1C(=C(C=CC1)O)C(C)(C)C1=C(C=CC=C1)O (tridecyl)isopropylidenediphenol bisphosphite